N-(4-amino-1H-pyrazolo[4,3-c]pyridin-7-yl)-N'-ethyl-N'-[1-[4-(trifluoromethyl)phenyl]ethyl]oxamide NC1=NC=C(C2=C1C=NN2)NC(=O)C(=O)N(C(C)C2=CC=C(C=C2)C(F)(F)F)CC